7-(pyridin-4-yl)-8,9,10,11-tetrahydro-3H-pyrrolo[3,2-a]phenanthridine N1=CC=C(C=C1)C1=NC2=CC=C3C(=C2C=2CCCCC12)C=CN3